FC=1C(=NC(=NC1)NC1=CC=C(C=C1)N1CCOCC1)OCC1CCC(CC1)(O)C(F)(F)F 4-(((5-fluoro-2-((4-morpholinophenyl)amino)pyrimidin-4-yl)oxy)methyl)-1-(trifluoromethyl)cyclohexan-1-ol